(S)-(4-(6-amino-1H-[1,2,3]triazolo[4,5-c]pyridin-1-yl)-2-oxabicyclo[2.1.1]hexan-1-yl)(6,8-dichloro-1-methyl-3,4-dihydroisoquinolin-2(1H)-yl)methanone NC1=CC2=C(C=N1)N=NN2C21COC(C2)(C1)C(=O)N1[C@H](C2=C(C=C(C=C2CC1)Cl)Cl)C